C(C)(C)(C)OC(=O)NC1=CC=C(C=C1)C1=CC=C(C=C1)C(=O)N[C@@H](CO)C(=O)N[C@@H](CO[Si](C1=CC=CC=C1)(C1=CC=CC=C1)C(C)(C)C)C(=O)OC Methyl N-((4'-((tert-butoxycarbonyl)amino)-[1,1'-biphenyl]-4-carbonyl)-L-seryl)-O-(tert-butyldiphenylsilyl)-L-serinate